COC1=C(C=NC=C1)C1=CC2=C(C(=N1)C)C=NN2C2=NC(=CC(=C2)C#CC(C)(C)NS(=O)(=O)C)N2CCOCC2 N-(4-(2-(6-(4-methoxypyridin-3-yl)-4-methyl-1H-pyrazolo[4,3-c]pyridin-1-yl)-6-morpholinopyridin-4-yl)-2-methylbut-3-yn-2-yl)methanesulfonamide